BrC1=CC=C(C=C1)C1=NN(C(=N1)C1=CC=C(C(=O)O)C=C1)C 4-(3-(4-bromophenyl)-1-methyl-1H-1,2,4-triazol-5-yl)benzoic acid